Quinoline-5,7-dione N1=CC=CC=2C(CC(CC12)=O)=O